N,N,N',N'-tetrakis-(2-hydroxypropyl)-1,6-diaminohexane OC(CN(CCCCCCN(CC(C)O)CC(C)O)CC(C)O)C